N-(6-amino-5-methylpyridin-3-yl)-2-((2R,5S)-5-methyl-2-(2-(1-methyl-2-oxopiperidin-4-yl)benzo[d]thiazol-5-yl)piperidin-1-yl)-2-oxoacetamide NC1=C(C=C(C=N1)NC(C(=O)N1[C@H](CC[C@@H](C1)C)C=1C=CC2=C(N=C(S2)C2CC(N(CC2)C)=O)C1)=O)C